FC(CNC1=NC=CC(=N1)C1=CC=2C=NC(=CC2N1C)NC(=O)C=1C=NN(C1)C)F N-(2-(2-(2,2-difluoroethylamino)pyrimidin-4-yl)-1-methyl-1H-pyrrolo[3,2-c]pyridin-6-yl)-1-methyl-1H-pyrazole-4-carboxamide